NC1=C(C(=NC=N1)NCC1C(CN(CC1)C(C=C)=O)OC)C1=CC=C(C=C1)OC1=CC=CC=C1 1-(4-(((6-amino-5-(4-phenoxyphenyl)pyrimidin-4-yl)amino)methyl)-3-methoxypiperidin-1-yl)prop-2-en-1-one